Triazolo[4,5-b]Pyridin-3-yl-4-methylbenzenesulfonate N1=NN(C2=NC=CC=C21)C2=C(C=CC(=C2)C)S(=O)(=O)[O-]